BrC=1C(=C(N(C1)COCC[Si](C)(C)C)C(C)=O)OC 1-[4-bromo-3-methoxy-1-(2-trimethylsilylethoxymethyl)pyrrol-2-yl]ethanone